FC=1C=C(NC2=NN3C(CN(CC3)C(C=C)=O)=C2C2=CC=NC=C2)C=CC1OC 1-[2-(3-fluoro-4-methoxyanilino)-3-(pyridin-4-yl)-6,7-dihydropyrazolo[1,5-a]pyrazin-5(4H)-yl]prop-2-en-1-one